tert-butyl (R)-(1-(1-oxo-1,3-dihydroisobenzofuran-5-yl)ethyl)carbamate O=C1OCC2=CC(=CC=C12)[C@@H](C)NC(OC(C)(C)C)=O